(2R,3R,11bR)-9-((2-oxaspiro[3.3]hept-6-yl)oxy)-3-(tert-butoxy)-10-methoxy-1,3,4,6,7,11b-hexahydro-2H-pyrido[2,1-a]isoquinolin-2-ol C1OCC12CC(C2)OC=2C=C1CCN3[C@@H](C1=CC2OC)C[C@H]([C@@H](C3)OC(C)(C)C)O